ClC1=CC2=C(N=CN=C2O)C(=N1)OC 6-chloro-8-methoxy-pyrido[3,4-d]pyrimidin-4-ol